ClC=1C=C(C=CC1)[C@H]1[C@@H](CN(CC1)C(=O)C=1C=2N(C=CC1)C=NC2)NC(=O)C2=NC1=C(N2)C(=CC=C1F)F N-((3S,4S)-4-(3-chlorophenyl)-1-(imidazo[1,5-a]pyridine-8-carbonyl)piperidin-3-yl)-4,7-difluoro-1H-benzo[d]imidazole-2-carboxamide